tert-butyl-4-((6-(4-(tert-butoxycarbonyl) phenyl)-2-oxa-7-azaspiro[3.5]nonan-7-yl) methyl)-5-methoxy-7-methyl-1H-indole-1-carboxylate C(C)(C)(C)OC(=O)N1C=CC2=C(C(=CC(=C12)C)OC)CN1C(CC2(COC2)CC1)C1=CC=C(C=C1)C(=O)OC(C)(C)C